(R)-6-Bromo-N2-(1-(2,4-dichlorophenyl)ethyl)pyrazine-2,3-diamine BrC1=CN=C(C(=N1)N[C@H](C)C1=C(C=C(C=C1)Cl)Cl)N